3-(methoxycarbonyl)pyrrolidine-2-carboxylate COC(=O)C1C(NCC1)C(=O)[O-]